ClC1=CC(=C(C=C1)C=1C=NC(=NC1)C1CN(C1)C(=O)OC(C)(C)C)F Tert-Butyl 3-[5-(4-chloro-2-fluoro-phenyl)pyrimidin-2-yl]azetidine-1-carboxylate